2-Methoxy-2,8,8-trimethyl-7-oxospiro[3.5]non-5-ene-6-carbonitrile COC1(CC2(C1)C=C(C(C(C2)(C)C)=O)C#N)C